C1CC12OCCN(C2)C2=NC=1N(C=C2)N=CC1C(=O)N 5-(4-oxa-7-azaspiro[2.5]octan-7-yl)pyrazolo[1,5-a]pyrimidine-3-carboxamide